1-(4-(8-amino-3-cyclopropylimidazo[1,5-a]pyrazin-1-yl)-2-fluorophenyl)-3-(4-((4-methylpiperazin-1-yl)methyl)-3-(trifluoromethyl)phenyl)urea NC=1C=2N(C=CN1)C(=NC2C2=CC(=C(C=C2)NC(=O)NC2=CC(=C(C=C2)CN2CCN(CC2)C)C(F)(F)F)F)C2CC2